COC1=C(C=CC=C1)[C@H](C)NC(=O)[C@H]1CN(CC[C@@H]1NC(=O)C1=NOC(=C1)C1=C(C=C(C=C1)F)F)CC1CC1 (3S,4S)-1-cyclopropylmethyl-4-{[5-(2,4-difluoro-phenyl)-isoxazole-3-carbonyl]-amino}-piperidine-3-carboxylic acid [(S)-1-(2-methoxy-phenyl)-ethyl]-amide